octan-6-ylpropan-2-ol CCCCCC(CC)CC(C)O